5,5',5'',5'''-(((2S,5S,8S,11S)-1,4,7,10-tetraazacyclododecane-2,5,8,11-tetrayl)tetrakis(methylene))tetrakis(2-methoxybenzenesulfonic acid) N1[C@H](CN[C@H](CN[C@H](CN[C@H](C1)CC=1C=CC(=C(C1)S(=O)(=O)O)OC)CC=1C=CC(=C(C1)S(=O)(=O)O)OC)CC=1C=CC(=C(C1)S(=O)(=O)O)OC)CC=1C=CC(=C(C1)S(=O)(=O)O)OC